1-(3-iodophenyl)-3-(2,4,6-trihydroxyphenyl)propane-1,3-dione IC=1C=C(C=CC1)C(CC(=O)C1=C(C=C(C=C1O)O)O)=O